ClC1=C(C(=CC=C1)Cl)C(=NO)Cl 2,6-dichloro-N-hydroxybenzene-1-carboimidoyl chloride